NC=1SC2=C(C1C#N)C(=CC=C2F)C2=C1C(=C3C=CC(=NC3=C2Cl)OC[C@H]2N(CCOC2)C)COC1 2-Amino-4-[5-chloro-7-[[(3S)-4-methylmorpholin-3-yl]methoxy]-1,3-dihydrofuro[3,4-f]quinolin-4-yl]-7-fluoro-benzothiophene-3-carbonitrile